1-((1-oxo-1,3-dihydroisobenzofuran-5-yl)amino)cyclohexanecarbonitrile O=C1OCC2=CC(=CC=C12)NC1(CCCCC1)C#N